FC1([C@H](C1)N1N=CC=2C1=NC(=CC2)NC(C2=C(C=C(C=C2)NS(=O)(=O)CCO)N2CCC1(CC1)CC2)=O)F (S)-N-(1-(2,2-difluorocyclopropyl)-1H-pyrazolo[3,4-b]pyridin-6-yl)-4-((2-hydroxyethyl)sulfonamido)-2-(6-azaspiro[2.5]octan-6-yl)benzamide